O(C1=CC=CC=C1)C1=CC=C(C=C1)NC=1C2=CNC=3N=CN=C(N(N1)C1=CN(C=C1)C(C=C)=O)C32 1-(3-(3-((4-phenoxyphenyl)amino)-1,4,5,6,8-pentazaacenaphthylen-5(1H)-yl)pyrrol-1-yl)prop-2-en-1-one